ClC=1C=C(C=C(C1)C(C)(C)C1=CC(=CC(=C1)OC(F)(F)F)OCCN1CCOCC1)NC(=O)C1=CC2=C(S1)C=CC(=C2)C(C)(C)S(=O)(=O)C N-(3-Chloro-5-(2-(3-(2-morpholinoethoxy)-5-(trifluoromethoxy)phenyl)propan-2-yl)phenyl)-5-(2-(methylsulfonyl)propan-2-yl)benzo[b]thiophen-2-carboxamid